C(CCC)C1=CC=2C=3C=C(C=C4C=C(C=C(C5=CC(=CC(=C1)C52)CCCC)C43)CCCC)CCCC 2,5,8,11-tetra-butylperylene